NCC1=NNC(C2=C(C=C(C=C12)C1=C(N(N=C1)C)C1=C(C2=CC=CC=C2C=C1OCC)C#N)OCC)=O 2-[4-[4-(aminomethyl)-8-ethoxy-1-oxo-2H-phthalazin-6-yl]-2-methyl-pyrazol-3-yl]-3-ethoxy-naphthalene-1-carbonitrile